FC1=CC(=C2C=C(N(C2=C1)CCNC1=CC(=NC=N1)C=1C=C2CC(NC2=CC1)=O)C)C 5-{6-[2-(6-Fluoro-2,4-dimethyl-indol-1-yl)-ethylamino]-pyrimidin-4-yl}-1,3-dihydro-indol-2-one